(S)-2-((6-(dimethylamino)pyrimidin-4-yl)amino)-4-(((S)-2-fluoro-3-methoxypropyl)(4-(5,6,7,8-tetrahydro-1,8-naphthyridin-2-yl)butyl)amino)butanoic acid CN(C1=CC(=NC=N1)N[C@H](C(=O)O)CCN(CCCCC1=NC=2NCCCC2C=C1)C[C@@H](COC)F)C